ClCCCC1S(NC2=C(O1)C(=CC=C2)F)(=O)=O 3-(3-Chloropropyl)-5-fluoro-1H-4,2,1-benzoxathiazin-2,2-dioxid